N1C(=NC=C1)CN1CCN(CC1)C=1C=CC=2N(C1)C(=C(N2)CC)N(C=2SC=C(N2)C2=CC=C(C=C2)F)C N-(6-(4-((1H-imidazol-2-yl)methyl)piperazin-1-yl)-2-ethylimidazo[1,2-a]pyridin-3-yl)-4-(4-fluorophenyl)-N-methylthiazol-2-amine